FC1=CC=C2C(=CC=NC2=C1)COC1=CC=CC(=N1)C1CCN(CC1)C(=O)OC(C)(C)C tert-butyl 4-(6-((7-fluoroquinolin-4-yl)methoxy)pyridin-2-yl)piperidine-1-carboxylate